CN1C(N(C2=C1C=CC(=C2)N2C1=C(OCC2)N=C(N=C1)C=1C=C(C(=NC1)C(=O)OC)C)C)=O methyl 5-(5-(1,3-dimethyl-2-oxo-2,3-dihydro-1H-benzo[d]imidazol-5-yl)-6,7-dihydro-5H-pyrimido[4,5-b][1,4]oxazin-2-yl)-3-methylpicolinate